C(C)(C)(C)OC(=O)N1CC2(CCC2)CC(C1)C(=O)O 6-(tert-butoxycarbonyl)-6-azaspiro[3.5]nonane-8-carboxylic acid